((1R)-1-(5-benzyl-3-((isoquinoline-1-carboxamido)methyl)-4,5-dihydroisoxazole-5-carboxamido)-2-Methylpropyl)boronic acid C(C1=CC=CC=C1)C1(CC(=NO1)CNC(=O)C1=NC=CC2=CC=CC=C12)C(=O)N[C@@H](C(C)C)B(O)O